CC(/C=C/C(=O)OCC1=CC=CC=C1)(CCOC=1C=NC(=CC1)C=1N(N=CC1)C1OCCCC1)C (phenylmethyl) (E)-4,4-dimethyl-6-[[6-[2-(2-oxanyl)-3-pyrazolyl]-3-pyridinyl]oxy]-2-hexenoate